BrCC1=CC=C(C=C1)CBr 1,4-bis(bromomethyl)-benzene